1,3-bis(p-toluenesulfonyloxy)propane CC1=CC=C(C=C1)S(=O)(=O)OCCCOS(=O)(=O)C1=CC=C(C)C=C1